C(C)(=O)NC1=CC=C(C=C1)C1=NOC(=N1)N1CCC(CC1)C(=O)O 1-(3-(4-Acetamidophenyl)-1,2,4-oxadiazol-5-yl)piperidine-4-carboxylic acid